(2R)-N-((S)-(3-chloro-4-fluorophenyl)(1-(2,2,2-trifluoroethyl)-1H-pyrazol-4-yl)methyl)-2-methyl-3-oxopiperazine-1-carboxamide ClC=1C=C(C=CC1F)[C@H](NC(=O)N1[C@@H](C(NCC1)=O)C)C=1C=NN(C1)CC(F)(F)F